CC1=C(C(=O)O)C=CC(=C1)C1(COC(C=2N(C3=CC=CC(=C3C21)OCC2=CC=CC=C2)C2=CC=C(C=C2)F)(C)C)C.C(C(CCCCCC)O)(O)(O)O octanetetraol methyl-4-[5-benzyloxy-9-(4-fluorophenyl)-1,1,4-trimethyl-3H-pyrano[3,4-b]indol-4-yl]benzoate